[Li+].C[Si](O)(O)CCCNCCCS(=O)(=O)[O-] N-Methyldihydroxysilylpropyl-aminopropyl-sulfonic acid lithium salt